(E)-4-fluorobut-2-enoic acid methyl ester COC(\C=C\CF)=O